N-(1-Aminopropan-2-yl)-6-[3-(5-chloro-2-methoxypyridine-3-sulfonamido)-2,6-difluorophenyl]-7-fluoro-1H-indazole-3-carboxamide NCC(C)NC(=O)C1=NNC2=C(C(=CC=C12)C1=C(C(=CC=C1F)NS(=O)(=O)C=1C(=NC=C(C1)Cl)OC)F)F